BrC=1C=CC=C2C(=NN(C12)C)NCCC(=O)O 3-((7-bromo-1-methyl-1H-indazol-3-yl)amino)propanoic acid